BrC1=C(C(=C(CC2=NC3=C(N2CCOC)C=C(C=C3)C(=O)[O-])C=C1F)F)F 2-(4-bromo-2,3,5-trifluorobenzyl)-1-(2-methoxyethyl)-1H-benzo[d]imidazole-6-carboxylate